(1R,2R)-2-(3-chloro-4-((4-chloro-1H-imidazol-1-yl)methyl)phenyl)cyclopropane-1-carboxylic acid ClC=1C=C(C=CC1CN1C=NC(=C1)Cl)[C@H]1[C@@H](C1)C(=O)O